4-aminobenzene potassium [K].NC1=CC=CC=C1